1,2-bis(4-nitrophenoxy)ethane [N+](=O)([O-])C1=CC=C(OCCOC2=CC=C(C=C2)[N+](=O)[O-])C=C1